NC=1C=2C=NN(C2C=2NC(=CC2N1)C(=O)N(CC=1N=C2N(C=C(C=C2)C(F)(F)F)C1)C=1C=NN(C1)C)C 7-amino-3-methyl-N-(1-methylpyrazol-4-yl)-N-[[6-(trifluoromethyl)imidazo[1,2-a]pyridin-2-yl]methyl]-3,4,8,12-tetraazatricyclo[7.3.0.02,6]dodeca-1(9),2(6),4,7,10-pentaene-11-carboxamide